ClC1=CC(=C(C=C1)C1=NC(=CC=2N=C(N(C(C21)=O)C)C)N2C[C@H](OCC2)C2=CC=C(C=C2)OC)F 5-(4-chloro-2-fluorophenyl)-7-((2R)-2-(4-methoxy-phenyl)-4-morpholinyl)-2,3-dimethylpyrido[4,3-d]pyrimidin-4(3H)-one